N,N,N-trimethylammonium iodide [I-].C[NH+](C)C